COC1=C(C=CC(=C1)CC(C(=O)O)O)O vanillyllactic acid